5-(4-chloro-2-fluorophenyl)-7-((2R)-2-(4-chlorophenyl)-4-morpholinyl)-2,3-dimethylpyrido[4,3-d]pyrimidin-4(3H)-one ClC1=CC(=C(C=C1)C1=NC(=CC=2N=C(N(C(C21)=O)C)C)N2C[C@H](OCC2)C2=CC=C(C=C2)Cl)F